NC1=NNC2=C(C=C(C(=C12)OC1=C(C=CC(=C1)F)Cl)NC(C1=CC(=CC(=C1)C(F)(F)F)F)=O)Br N-(3-Amino-7-bromo-4-(2-chloro-5-fluorophenoxy)-1H-indazol-5-yl)-3-fluoro-5-(trifluoromethyl)benzamide